2-amino-2-pyrido[2,3-d]pyridazin-8-yl-acetamide NC(C(=O)N)C=1N=NC=C2C1N=CC=C2